{4'-[(cyclopentyl)sulfanyl]-2',3'-difluorophenyl}-4-ethoxy-2,3-difluorobenzene C1(CCCC1)SC1=C(C(=C(C=C1)C1=C(C(=C(C=C1)OCC)F)F)F)F